bis[2-hydroxy-1-(hydroxymethyl)ethyl]-2,4,6-triiodo-1,3-benzenedicarboxamide OCC(CO)NC(=O)C=1C(=C(C(=CC1I)I)C(=O)NC(CO)CO)I